O[C@H](C(=O)O)[C@@H](CC1=CC=CC=C1)N (2S,3R)-2-hydroxy-3-amino-4-phenylbutyric acid